[3-(difluoromethyl)phenyl]boronic acid FC(C=1C=C(C=CC1)B(O)O)F